OC1=CC=C(C=C1)C=1C(=C(C(=C(C1)CC)C1=CC=C(C=C1)O)C1=CC=C(C=C1)O)C(C)C Tris(4-hydroxyphenyl)-1-ethyl-4-isopropylbenzol